C[C@@](C(=O)O)(O)CC(=O)O (R)-(-)-methyl-malic acid